N'-benzyl-N-(2-methylnaphthalen-1-yl)oxalamide C(C1=CC=CC=C1)NC(C(=O)NC1=C(C=CC2=CC=CC=C12)C)=O